6-(6-(1-methyl-1H-pyrazol-4-yl)-1H-pyrrolo[2,3-b]pyridin-3-yl)-4-((1-methylpiperidin-4-yl)oxy)quinazoline CN1N=CC(=C1)C1=CC=C2C(=N1)NC=C2C=2C=C1C(=NC=NC1=CC2)OC2CCN(CC2)C